ClC=1C=CC(=C2C=CN(C(C12)=O)C)OC1CC2(CN(C2)CCCO)C1 8-chloro-5-[[2-(3-hydroxypropyl)-2-azaspiro[3.3]heptan-6-yl]oxy]-2-methyl-isoquinolin-1-one